C-(2-Chloro-phenyl)-N-{4-[3-(1H-pyrazol-4-ylmethyl)-ureido]-phenyl}-methanesulfonamide ClC1=C(C=CC=C1)CS(=O)(=O)NC1=CC=C(C=C1)NC(=O)NCC=1C=NNC1